N1CC(C1)C(C(=O)OC)NC(=O)OC(C)(C)C methyl 2-(azetidin-3-yl)-2-(tert-butoxycarbonylamino)acetate